N1(CCNCC1)C1=CC=C(C2=CC=CC=C12)S(=O)(=O)N 4-(piperazin-1-yl)naphthalene-1-sulfonamide